(pyridine-2,6-diyl)bis(3-((3r,5r,7r)-adamantan-1-yl)-5-methyl-[1,1'-biphenyl]-2-olate) N1=C(C=CC=C1C=1C(=C(C(=CC1C)C1=CC=CC=C1)[O-])C12CC3CC(CC(C1)C3)C2)C=2C(=C(C(=CC2C)C2=CC=CC=C2)[O-])C23CC1CC(CC(C2)C1)C3